(3R)-3-tert-butoxycarbonylamino-4-(2,4,5-trifluorophenyl)-butyric acid methyl ester COC(C[C@@H](CC1=C(C=C(C(=C1)F)F)F)NC(=O)OC(C)(C)C)=O